1-methoxy-4-(4-((5-methyl-1H-pyrazol-3-yl)amino)thieno[3,2-d]pyrimidin-2-yl)cyclohex-3-enecarboxylic acid COC1(CC=C(CC1)C=1N=C(C2=C(N1)C=CS2)NC2=NNC(=C2)C)C(=O)O